2-(hydroxymethyl)benzoic acid OCC1=C(C(=O)O)C=CC=C1